BrC=1C=C(C=C(C1)Br)C1=CC=CC=C1 3',5'-dibromo-[1,1'-biphenyl]